4-cyclohexylthio-benzyl bromide C1(CCCCC1)SC1=CC=C(CBr)C=C1